(2-hydroxy-5-methylphenyl)-5-(tetrahydro-2H-pyran-4-yl)-4-(4-(trifluoromethyl)phenyl)-4,5-dihydro-6H-pyrrolo[3,4-d]Isoxazol-6-one OC1=C(C=C(C=C1)C)C1=NOC2=C1C(N(C2=O)C2CCOCC2)C2=CC=C(C=C2)C(F)(F)F